CC1=C(C(=CC=C1)C)C1=CC(=NC(=N1)NS(=O)(=O)C1=CC(=CC=C1)CO)OC1CNC(CN(C1)C(=O)OC(C)(C)C)=O tert-butyl 6-[6-(2,6-dimethylphenyl)-2-[[3-(hydroxymethyl)phenyl]sulfonylamino]pyrimidin-4-yl]oxy-3-oxo-1,4-diazepane-1-carboxylate